N-(4-((5-(benzyloxy)-3-fluoro-2-(4-fluoro-2-methylphenyl)-1H-indol-1-yl)methyl)phenethyl)cyclopropylamine C(C1=CC=CC=C1)OC=1C=C2C(=C(N(C2=CC1)CC1=CC=C(CCNC2CC2)C=C1)C1=C(C=C(C=C1)F)C)F